C(C1=CC=CC=C1)C1=NN(C(C1(C)NO)=O)C 3-benzyl-4-(hydroxyamino)-1,4-dimethyl-4,5-dihydro-1H-pyrazol-5-one